CC(C)(C)[S@](=O)\N=C/CC(C(F)(F)F)(C)C (S,Z)-2-methyl-N-(4,4,4-trifluoro-3,3-dimethylbutylidene)propane-2-sulfinamide